2-[1H-benzimidazol-2-yl-[5-fluoro-2-(methoxymethoxy)phenyl]methyl]-6-(4,4,5,5-tetramethyl-1,3,2-dioxaborolan-2-yl)isoindolin-1-one N1C(=NC2=C1C=CC=C2)C(N2C(C1=CC(=CC=C1C2)B2OC(C(O2)(C)C)(C)C)=O)C2=C(C=CC(=C2)F)OCOC